FC(CN1CCN(CC1)C=1C=NC(=NC1)NC1CCC(CC1)OC1=C2C=C(C=NC2=CC(=N1)N1CCOCC1)N(S(=O)(=O)C)CC=1N(C(=NC1)[N+](=O)[O-])C)F N-[5-[4-[[5-[4-(2,2-difluoroethyl)piperazin-1-yl]pyrimidin-2-yl]amino]cyclohexoxy]-7-morpholino-1,6-naphthyridin-3-yl]-N-[(3-methyl-2-nitro-imidazol-4-yl)methyl]methanesulfonamide